(2S)-2-({2-methyl-5-[(2-methyl-1,3-thiazol-5-yl)methoxy]-2H-indazol-3-yl}formamido)propanamide CN1N=C2C=CC(=CC2=C1C(=O)N[C@H](C(=O)N)C)OCC1=CN=C(S1)C